(R)-6-methylpiperidin-3-ol hydrochloride Cl.CC1CC[C@H](CN1)O